(2R,4s,6S)-7-((5-methoxy-7-methyl-1H-indol-4-yl)methyl)-6-(4-(6-(2,2,2-trifluoroethyl)-2,6-diazaspiro[3.3]heptane-2-carbonyl)phenyl)-7-azaspiro[3.5]nonane-2-carbonitrile COC=1C(=C2C=CNC2=C(C1)C)CN1[C@@H](CC2(CC(C2)C#N)CC1)C1=CC=C(C=C1)C(=O)N1CC2(C1)CN(C2)CC(F)(F)F